(4-chlorophenyl)-4-[[phenylsulfonyl]oxy]-5-amino-3(2H)-furanone ClC1=CC=C(C=C1)C1OC(=C(C1=O)OS(=O)(=O)C1=CC=CC=C1)N